N[C@@]1(CCC2=CC=CC=C12)O (1S,2R)-aminoindanol